silicon compound with lithium [Li].[Si]